9,9'-(5-(2,6-diphenylpyrimidin-4-yl)-1,3-phenylene)bis(3-([1,1'-biphenyl]-4-yl)-9H-carbazole) C1(=CC=CC=C1)C1=NC(=CC(=N1)C=1C=C(C=C(C1)N1C2=CC=CC=C2C=2C=C(C=CC12)C1=CC=C(C=C1)C1=CC=CC=C1)N1C2=CC=CC=C2C=2C=C(C=CC12)C1=CC=C(C=C1)C1=CC=CC=C1)C1=CC=CC=C1